3-chloro-5-(2-chloro-3-fluorophenyl)-4H-benzo[e][1,2,4]thiadiazine 1,1-dioxide ClC1=NS(C2=C(N1)C(=CC=C2)C2=C(C(=CC=C2)F)Cl)(=O)=O